C(C)OC(C1=CC=C(C=C1)O)=O ethyl-p-hydroxybenzoate